(2S,4R)-1-(2-(3-acetyl-5-(2-methylpyrimidin-5-yl)-1H-pyrazolo[3,4-c]pyridin-1-yl)acetyl)-N-(6-bromopyridin-2-yl)-4-methylpyrrolidine-2-carboxamide C(C)(=O)C1=NN(C2=CN=C(C=C21)C=2C=NC(=NC2)C)CC(=O)N2[C@@H](C[C@H](C2)C)C(=O)NC2=NC(=CC=C2)Br